C(C)(C)(C)OC(=O)N1N=C(C(=C1)C1=CC=NC=C1)C1=CC=C(C=C1)OCC1=CC=CC=C1 3-(4-Benzyloxyphenyl)-4-(4-pyridinyl)pyrazole-1-carboxylic acid tert-butyl ester